CC(C)(C)[S@](=O)NC(C=1N=C(SC1)C(F)(F)F)C=1C=NC(=CC1)C(F)(F)F (S)-2-methyl-N-((6-(trifluoromethyl)pyridin-3-yl)(2-(trifluoromethyl)thiazol-4-yl)methyl)propane-2-sulfinamide